ClC=1C=C(C=CC1)CC(=O)NC=1C=C(C=C(C1)C(F)(F)F)NC(=O)[N-]C1=C[N+](=NO1)C1CCC(CC1)CN(C)C ((3-(2-(3-Chlorophenyl)acetamido)-5-(trifluoromethyl)phenyl)carbamoyl)(3-((1R,4R)-4-((dimethylamino)methyl)cyclohexyl)-1,2,3-oxadiazol-3-ium-5-yl)amide